FC=1C=C2CC(CC2=CC1F)NC1=NC=C(C=N1)C1=NN=C(O1)N1CC(CC1)O 1-(5-(2-((5,6-difluoro-2,3-dihydro-1H-inden-2-yl)amino)pyrimidin-5-yl)-1,3,4-oxadiazol-2-yl)pyrrolidin-3-ol